C1(CC1)S(=O)(=O)NCCCCCCCCCCCCCCCC(=O)O 16-(cyclopropanesulfonamido)hexadecanoic acid